5,7,4'-trihydroxy-3,8,3'-trimethoxyflavone OC1=C2C(C(=C(OC2=C(C(=C1)O)OC)C1=CC(=C(C=C1)O)OC)OC)=O